OCCCN1C=NC=C1 1-(3-hydroxypropyl)-1H-imidazole